2,6-dichloro-4-hydroxymethylpyridine ClC1=NC(=CC(=C1)CO)Cl